5-(pyrimidin-2-yl)hexahydropyrrolo[3,4-c]pyrrole-2(1H)-carboxylic acid tert-butyl ester C(C)(C)(C)OC(=O)N1CC2CN(CC2C1)C1=NC=CC=N1